C(C=C)[Cr]CC=C bis(allyl)chromium